C(C)(C)(C)OC(=O)N1[C@@H]([C@@H](C[C@H]1CC#N)O[Si](C)(C)C(C)(C)C)C.CN(C1=CC=C(C=C1)C(=O)C(=O)C1=CC=C(C=C1)N(C)C)C 4,4'-bis(dimethylamino)benzil tert-Butyl-(2R,3R,5R)-3-[(tert-butyldimethylsilyl)oxy]-5-(cyanomethyl)-2-methylpyrrolidine-1-carboxylate